5-bromo-7-methyl-indan-1-one BrC=1C=C2CCC(C2=C(C1)C)=O